C(=O)O.FC(C1=NN=C(S1)C1=NC=C2N1C=C(C=C2N2CCN(CC2)C(=O)C2CN(C2)C)S(=O)(=O)NC2(CC2)C)F 3-(5-(difluoromethyl)-1,3,4-thiadiazol-2-yl)-8-(4-(1-methylazetidine-3-carbonyl)piperazin-1-yl)-N-(1-methylcyclopropyl)imidazo[1,5-a]pyridine-6-sulfonamide formate